FC(C(=O)O)(F)F.NC1(CCN(CC1)C([C@@H](CCCCN)NC(C(CCCC(F)(F)F)NC([C@@H](CC1=CC=CC=C1)N)=O)=O)=O)C(=O)O 4-amino-1-[(2R)-6-amino-2-[[2-[[(2R)-2-amino-3-phenyl-propionyl]amino]-6,6,6-trifluoro-hexanoyl]amino]hexanoyl]piperidine-4-carboxylic acid trifluoroacetate